4'-methyl-5'-oxo-2'-((6-(((tetrahydrofuran-2-yl)methyl)amino)pyrimidin-4-yl)amino)-5',6'-dihydrospiro[cyclohexane-1,7'-pyrrolo[3,4-b]pyridine] 1'-oxide CC1=C2C(=[N+](C(=C1)NC1=NC=NC(=C1)NCC1OCCC1)[O-])C1(NC2=O)CCCCC1